tert-butyl 3-(3-methoxy-3-oxo-propoxy)azetidine-1-carboxylate COC(CCOC1CN(C1)C(=O)OC(C)(C)C)=O